(1R,2S,5R)-1-amino-2-(((S)-2-amino-3-phenylpropanamido)methyl)-5-(2-boronoethyl)cyclohexane-1-carboxylic acid N[C@]1([C@@H](CC[C@H](C1)CCB(O)O)CNC([C@H](CC1=CC=CC=C1)N)=O)C(=O)O